3-(5,5-Dimethyl-1,3-dioxan-2-yl)-5-fluoro-N-(6-(5-fluoro-3,3-dimethylindolin-1-yl)pyridin-3-yl)-4-hydroxybenzoamide CC1(COC(OC1)C=1C=C(C(=O)NC=2C=NC(=CC2)N2CC(C3=CC(=CC=C23)F)(C)C)C=C(C1O)F)C